C1=CC2=C(C=CC3=C2C(=C1)C(=O)NC3=O)N 4-Amino-1,8-naphthalimide